ethyl 9-(2-(tert-butoxycarbonyl)hydrazine-1-carbonyl)-8-methoxy-1-(2,2,2-trifluoroethyl)-5,6-dihydropyrrolo[2,1-a]isoquinoline-3-carboxylate C(C)(C)(C)OC(=O)NNC(=O)C1=C(C=C2CCN3C(C2=C1)=C(C=C3C(=O)OCC)CC(F)(F)F)OC